1-[5-chloro-6-[5-[4-[4-[2-(2,6-dioxo-3-piperidyl)-1-oxo-isoindolin-5-yl]piperazin-1-yl]butyl]-1,2,4-oxadiazol-3-yl]-3-pyridyl]-3-(7-cyclopentylpyrazolo[1,5-a]pyrimidin-6-yl)urea ClC=1C=C(C=NC1C1=NOC(=N1)CCCCN1CCN(CC1)C=1C=C2CN(C(C2=CC1)=O)C1C(NC(CC1)=O)=O)NC(=O)NC=1C=NC=2N(C1C1CCCC1)N=CC2